rel-(S)-5-(5-chloro-2-((1-hydroxypropan-2-yl)amino)pyridin-4-yl)-1-(2-fluorobenzyl)-6-methyl-1,5,6,7-tetrahydro-4H-pyrazolo[4,3-c]pyridin-4-one ClC=1C(=CC(=NC1)NC(CO)C)N1C(C2=C(C[C@@H]1C)N(N=C2)CC2=C(C=CC=C2)F)=O |o1:17|